CC1(C2=CC=CC=C2N(C=2C=CC=CC12)C1=CC(=C(C(=C1)C)[Mg]Br)C)C (4-(9,9-dimethylacridin-10(9H)-yl)-2,6-dimethylphenyl)magnesium bromide